N-[3-(p-cumylbenzenesulfonyloxy)phenyl]-N'-[4-(p-cumylbenzenesulfonyloxy)phenyl]urea C(C)(C)(C1=CC=CC=C1)C1=CC=C(C=C1)S(=O)(=O)OC=1C=C(C=CC1)NC(=O)NC1=CC=C(C=C1)OS(=O)(=O)C1=CC=C(C=C1)C(C)(C)C1=CC=CC=C1